(E)-1-(4-bromophenyl)4-butyl 2-phenylfumarate C1(=CC=CC=C1)/C(/C(=O)OCCCCC1=CC=C(C=C1)Br)=C\C(=O)[O-]